palmitic acid, amide C(CCCCCCCCCCCCCCC)(=O)N